ClC1=CC(=C(C=C1)C1=CC(=NC(=C1)C1CC1)N1CC2=CC=C(C=C2C1=O)C=O)C1=NN=CN1C 2-(4-(4-Chloro-2-(4-methyl-4H-1,2,4-triazol-3-yl)phenyl)-6-cyclopropylpyridin-2-yl)-3-oxoisoindoline-5-carbaldehyde